ethyl 2-fluoro-2-(1-(2,2,2-trifluoroethyl)piperidin-4-yl)acetate FC(C(=O)OCC)C1CCN(CC1)CC(F)(F)F